C(C)(C)(C)OC(=O)N1N=CC(=C1)B(O)O (1-(tert-Butoxycarbonyl)-1H-pyrazol-4-yl)boronic acid